(S)-benzyl 1-(1-(2-(2-ethylbutylamino)-2-oxoethyl)-2-oxo-1,2-dihydropyridin-3-ylamino)-6-(methylamino)-1,5,6-trioxohexan-2-ylcarbamate C(C)C(CNC(CN1C(C(=CC=C1)NC([C@H](CCC(C(=O)NC)=O)NC(OCC1=CC=CC=C1)=O)=O)=O)=O)CC